[Si](C)(C)(C(C)(C)C)O[C@H]1CN(C[C@@H]1NC1=CC(=CC(=C1)Cl)Cl)C(=O)O[Si](C)(C)C(C)(C)C tert-butyldimethylsilyl (3S,4S)-3-((tert-butyldimethylsilyl)oxy)-4-((3,5-dichlorophenyl)amino)pyrrolidine-1-carboxylate